C(C)(C)(C)N(CCO)CCO tertiary butyldiethanolamine